C(C)(C)(C)OC(=O)N1C[C@@H]2COC3=C(CN2CC1)C=C(C(=C3Cl)C3=C(C=CC=C3O)F)OC (12aR)-10-chloro-9-(2-fluoro-6-hydroxyphenyl)-8-methoxy-3,4,12,12a-tetrahydro-6H-pyrazino[2,1-C][1,4]benzoxazepine-2(1H)-carboxylic acid tert-butyl ester